FC=1C(=CC=C2C(=NC(=NC12)OC[C@@H]1N(CCC1)C)N1CC2COCC(C1)N2C(=O)NC2COCC2)C2=CC(=CC1=CC=CC=C21)O rac-7-(8-fluoro-7-(3-hydroxynaphthalen-1-yl)-2-(((R)-1-methylpyrrolidin-2-yl)methoxy)quinazolin-4-yl)-N-(tetrahydrofuran-3-yl)-3-oxa-7,9-diazabicyclo[3.3.1]nonane-9-carboxamide